OCCN1C(N(C=2N=CN(C2C1=O)CCC)C)=O 1-(2-Hydroxyethyl)-3-methyl-7-propyl-3,7-dihydro-1H-purine-2,6-dione